CC1=C(C(=CC=C1)C)C=1N=C2NS(C3=CC=CC(C(N4CC[C@@H](OC(C1)=N2)C4)=O)=C3)(=O)=O (3R)-17-(2,6-Dimethylphenyl)-2-oxa-13λ6-thia-6,14,16,19-tetraazatetracyclo[13.3.1.13,6.18,12]henicosa-1(19),8(20),9,11,15,17-hexaene-7,13,13-trione